ethyl 4-(3-hydroxy-3-methyl-4-phenyl-but-1-ynyl)-2,6-dimethyl-7-oxo-1H-pyrrolo[2,3-c]pyridine-3-carboxylate OC(C#CC=1C2=C(C(N(C1)C)=O)NC(=C2C(=O)OCC)C)(CC2=CC=CC=C2)C